9-((1S,4S)-4-(aminomethyl)cyclohexyl)-N8-(3-chlorophenyl)-N2-(tert-amyl)-9H-purine-2,8-diamine NCC1CCC(CC1)N1C2=NC(=NC=C2N=C1NC1=CC(=CC=C1)Cl)NC(C)(C)CC